CN1C=C2C(NC3=NC4=CC=CC=C4N3C34CCC(CN(CCOC=5N(N=CC5C(C1=O)=C2)C)C4)CC3)=O 15,21-Dimethyl-23-oxa-2,9,11,15,20,21,26-heptaazaheptacyclo[26.2.2.1^{1,26}.1^{13,17}.0^{2,10}.0^{3,8}.0^{18,22}]tetratriaconta-3,5,7,9,13,17(34),18(22),19-octaene-12,16-dione